CC1(C(N(C(=O)NC1=O)[C@H]2C[C@@H]([C@H](O2)CO)O)C3C=C4N3C(=O)N4[C@H]5C[C@@H]([C@H](O5)CO)O)N The molecule is an N-glycosyl compound that is a metabolite produced by the bacterium Mycoplasma genitalium. It has a role as a Mycoplasma genitalium metabolite. It is a N-glycosyl compound, an aminopyrimidine, an azabicycloalkane and a pyrimidone.